C(#N)C1=C(C=CC=C1)C1=C(C=O)C=CC=C1 2-(2-cyanophenyl)benzaldehyde